C1OC=2C=C(CC(NC)C)C=CC2O1 3,4-Methylenedioxy-N-methylamphetamine